deoxythymidine-3'-yl-[3,4,5-tris(octadecyloxy)benzyl] succinate C(CCC(=O)[O-])(=O)OC(C1=CC(=C(C(=C1)OCCCCCCCCCCCCCCCCCC)OCCCCCCCCCCCCCCCCCC)OCCCCCCCCCCCCCCCCCC)[C@@]1(C[C@@H](O[C@@H]1CO)N1C(=O)NC(=O)C(C)=C1)O